C(C)(C)(C)OC(=O)N1CCN(C2=CC=CC(=C12)C)C1=CC2=C(N=C(N=C2)S(=O)C)N(C1=O)C 8-methyl-4-(8-methyl-2-methylsulfinyl-7-oxo-pyrido[2,3-d]pyrimidin-6-yl)-2,3-dihydroquinoxaline-1-carboxylic acid tert-butyl ester